7-fluoro-6-nitroquinoline FC1=C(C=C2C=CC=NC2=C1)[N+](=O)[O-]